C(C)(C)(C)OC(=O)N(CCOC)CC=1C=CC(=C(C1)C[C@H](C(=O)OCC)O)OCC1=NC(=NC=C1)C1=C(C=CC=C1)OC (R)-ethyl 3-(5-(((tert-butoxycarbonyl)(2-methoxyethyl)amino)methyl)-2-((2-(2-methoxyphenyl)pyrimidin-4-yl)methoxy)phenyl)-2-hydroxypropanoate